tert-butyl (S)-(5-(2-(2-aminopyridin-3-yl)-5-(cyclopropylamino)-3H-imidazo[4,5-b]pyridin-3-yl)-2,3-dihydro-1H-inden-1-yl)carbamate NC1=NC=CC=C1C1=NC=2C(=NC(=CC2)NC2CC2)N1C=1C=C2CC[C@@H](C2=CC1)NC(OC(C)(C)C)=O